tert-butyl N-(3-{3-[1-(2,6-dioxopiperidin-3-yl)-3-methyl-2-oxo-1,3-benzodiazol-5-yl]-3,6-diazabicyclo[3.1.1]heptan-6-yl}propyl)-N-methylcarbamate O=C1NC(CCC1N1C(N(C2=C1C=CC(=C2)N2CC1N(C(C2)C1)CCCN(C(OC(C)(C)C)=O)C)C)=O)=O